FC1=NC=CC(=C1)N1C[C@H](N(CC1)C(=O)N[C@H](C)C1=CC(=CC=C1)OC)C (R)-4-(2-Fluoropyridin-4-yl)-N-((R)-1-(3-methoxyphenyl)ethyl)-2-methylpiperazine-1-carboxamide